3-[[(3R)-1-[7-(ethylamino)-5-fluoro-3-methyl-2-oxo-indolin-3-yl]-3-piperidyl]amino]benzenesulfonyl fluoride C(C)NC=1C=C(C=C2C(C(NC12)=O)(C)N1C[C@@H](CCC1)NC=1C=C(C=CC1)S(=O)(=O)F)F